4-biphenylyl(2,4,6-trimethoxyphenyl)iodonium trifluoromethansulfonate FC(S(=O)(=O)[O-])(F)F.C1(=CC=C(C=C1)[I+]C1=C(C=C(C=C1OC)OC)OC)C1=CC=CC=C1